7-Chloro-2-(2-(3-methyl-3,8-diazabicyclo[3.2.1]octan-8-yl)ethyl)isoquinolin-1(2H)-one ClC1=CC=C2C=CN(C(C2=C1)=O)CCN1C2CN(CC1CC2)C